FC1=C(OC2CN(CC2)C(=O)N2C[C@@H]3[C@@H](OCC(N3)=O)CC2)C=C(C=C1)C(F)(F)F (4aR,8aS)-6-[3-[2-Fluoro-5-(trifluoromethyl)phenoxy]pyrrolidin-1-carbonyl]-4,4a,5,7,8,8a-hexahydropyrido[4,3-b][1,4]oxazin-3-on